((2-(piperidin-2-yl)pyridin-3-yl)methyl)-2-thiocarbonyl-1,2,3,5-tetrahydro-4H-pyrrolo[3,2-d]pyrimidin-4-one N1C(CCCC1)C1=NC=CC=C1CN1C(NC(C2=C1C=CN2)=O)=C=S